alpha-2-methylcyclohexylalanine CC1C(CCCC1)[C@](N)(C)C(=O)O